C1N(CCC12CNCCC2)C2=CC=C(N=N2)C2=C(C=C(C=C2)C2=CC(N(C=C2)C)=O)O 4-(4-(6-(2,7-diazaspiro[4.5]decan-2-yl)pyridazin-3-yl)-3-hydroxyphenyl)-1-methylpyridin-2(1H)-one